O([C@H]1[C@H](O)[C@@H](O)[C@H](O)[C@H](O1)CO)C1=C(C=CC=C1)CC1=CC=C(C=C1)N1N=CC=C1 2-(4-pyrazol-1-ylbenzyl)-phenyl β-D-glucopyranoside